(R)-N-(4,4-difluoro-1-methylpyrrolidin-3-yl)-4-methoxy-5-(quinoxalin-6-yl)pyrrolo[2,1-f][1,2,4]triazin-2-amine FC1([C@@H](CN(C1)C)NC1=NN2C(C(=N1)OC)=C(C=C2)C=2C=C1N=CC=NC1=CC2)F